C(C)[Si](F)(C=C)C=C ethyldivinyl-fluorosilane